N-tetradecyl-2-phenyl-3-(4-hydroxybenzyloxy)-quinolin-4-one C(CCCCCCCCCCCCC)N1C(=C(C(C2=CC=CC=C12)=O)OCC1=CC=C(C=C1)O)C1=CC=CC=C1